CC1=NN=C(S1)NC(=O)C=1SC=C(C1)[C@H]1[C@@H](C1)NCC1CCOCC1 N-(5-methyl-1,3,4-thiadiazol-2-yl)-4-((1S,2R)-2-((tetrahydro-2H-pyran-4-ylmethyl)-amino)cyclopropyl)-thiophene-2-carboxamide